N-(4-bromophenyl)-4-(((2-(dimethylamino)ethyl)amino)methylene)-3,5-dioxocyclohexane-1-carboxamide BrC1=CC=C(C=C1)NC(=O)C1CC(C(C(C1)=O)=CNCCN(C)C)=O